C(OC(C)CCCCCCCCC)([O-])=O undecan-2-yl carbonate